5-[3-(2-bromophenyl)-1,2,4-oxadiazol-5-yl]-1H-1,2,3-benzotriazole BrC1=C(C=CC=C1)C1=NOC(=N1)C1=CC2=C(NN=N2)C=C1